C(CCCCC=C)[SiH](Cl)C 6-heptenylmethylchlorosilane